(2R,4S)-2-(((S)-1-(((5-cyanothiophen-2-yl)methyl)amino)-1-oxoprop-2-yl)carbamoyl)-4-phenylpiperidine-1-carboxylic acid tert-butyl ester C(C)(C)(C)OC(=O)N1[C@H](C[C@H](CC1)C1=CC=CC=C1)C(N[C@H](C(=O)NCC=1SC(=CC1)C#N)C)=O